Ethyl 4-amino-2-(8-(quinolin-3-yl)-3,8-diazabicyclo[3.2.1]octan-3-yl)pyrimidine-5-carboxylate NC1=NC(=NC=C1C(=O)OCC)N1CC2CCC(C1)N2C=2C=NC1=CC=CC=C1C2